C(C=1C(C(=O)[O-])=CC=CC1)(=O)OCC(C)Cl (2-Chloropropyl) Phthalate